dihydrothiophen-3-yl 4-benzoylbenzenesulfonate C(C1=CC=CC=C1)(=O)C1=CC=C(C=C1)S(=O)(=O)OC1CSC=C1